1-butyl-pyridinium iodide [I-].C(CCC)[N+]1=CC=CC=C1